tert-butyl (5-(6-methyl-3-oxo-2,3-dihydropyridazin-4-yl)pyrazolo[1,5-a]pyridin-2-yl)carbamate CC=1C=C(C(NN1)=O)C1=CC=2N(C=C1)N=C(C2)NC(OC(C)(C)C)=O